4-methoxy-N-[(1R,3S)-3-{[2-(trifluoromethyl)quinolin-5-yl]amino}cyclohexyl]benzamide COC1=CC=C(C(=O)N[C@H]2C[C@H](CCC2)NC2=C3C=CC(=NC3=CC=C2)C(F)(F)F)C=C1